C[C@@H]1N(C2=CC=CC=C2[C@@H]([C@H]1C)NC1=CC(=NC=C1)C)C(C)=O ((2S,3R,4R)-2,3-dimethyl-4-((2-methylpyridin-4-yl)amino)-3,4-dihydroquinolin-1(2H)-yl)ethanone